3-hydroxycyclobutanecarboxylic acid OC1CC(C1)C(=O)O